CN(C)CC=1C=CC=2N(C1)C(=CN2)C(=O)OCC ethyl 6-((dimethylamino)methyl)imidazo[1,2-a]pyridine-3-carboxylate